bis(2-isocyanato-3,5-dimethylphenyl)methane n-octadecyl-3-(3',5'-di-tert-butyl-4'-hydroxyphenyl)propionate C(CCCCCCCCCCCCCCCCC)OC(CCC1=CC(=C(C(=C1)C(C)(C)C)O)C(C)(C)C)=O.N(=C=O)C1=C(C=C(C=C1C)C)CC1=C(C(=CC(=C1)C)C)N=C=O